C=C1OC2C(O1)CCCC2 2-methylenehexahydrobenzo[d][1,3]dioxole